BrC1C(=CCCC1)C1=CC=CC=C1 bromo-2,3,4,5-tetrahydro-[1,1'-biphenyl]